tert-butyl N-((tert-butoxy)carbonyl)-N-(3-chloro-5-nitropyridin-2-yl)carbamate C(C)(C)(C)OC(=O)N(C(OC(C)(C)C)=O)C1=NC=C(C=C1Cl)[N+](=O)[O-]